BrC1=NNC2=NC=NC(=C21)N 3-Bromo-1H-pyrazolo[3,4-d]pyrimidin-4-amine